C(C(C)(C)C)(=O)OCO[C@@H]1[C@H](O[C@@]([C@@H]1O)(C#N)C1=CC=C2C(=NC=NN21)N)COC(C(C)C)=O (((2R,3S,4R,5R)-5-(4-aminopyrrolo[2,1-f][1,2,4]triazin-7-yl)-5-cyano-4-hydroxy-2-((isobutyryloxy)methyl)tetrahydrofuran-3-yl)oxy)methyl pivalate